(E)-4-(3-(quinolin-8-ylcarbamoyl)naphthyl)penta-2,4-dienoic acid tert-butyl ester C(C)(C)(C)OC(\C=C\C(=C)C1=CC(=CC2=CC=CC=C12)C(NC=1C=CC=C2C=CC=NC12)=O)=O